C1(CCC(CC1)C(CCCCCCCC(=O)[O-])C(=O)[O-])C(CCCCCCCC(=O)[O-])C(=O)[O-] 4-cyclohexanedisebacate